ClCC(=O)NC1(CC1)C(=O)OC Methyl 1-(2-chloro-acetamido)cyclopropane-1-carboxylate